C1(=CC=CC=C1)C1=C(C(=NC=C1)N1CCCC1)C1=NC2=C(N1)C=CC=C2 2-(4-phenyl-2-(pyrrolidin-1-yl)pyridin-3-yl)-1H-benzo[d]imidazole